5-(4-(1-methylcyclopentyloxycarbonyl)phenyl)-7-oxo-bicyclo[2.2.1]Hept-2-ene CC1(CCCC1)OC(=O)C1=CC=C(C=C1)C1C2C=CC(C1)C2=O